tetradecyl-3-(3-bromophenyl)isoxazole-5,5(4H)-dicarboxylic acid diethyl ester C(C)OC(=O)C1(C(C(=NO1)C1=CC(=CC=C1)Br)CCCCCCCCCCCCCC)C(=O)OCC